2-fluoropropyltrimethoxysilane FC(C[Si](OC)(OC)OC)C